COC1=C(C=CC(=C1)C12CCN(C2CCCC1)C)O 2-methoxy-4-(1-methyl-3,4,5,6,7,7a-hexahydro-2H-indol-3a-yl)phenol